6-Amino-4-(6-(2,5-difluorophenyl)-6-(1-methyl-2-oxo-1,2-dihydropyridin-3-yl)hexa-1,3-diyn-1-yl)-1H-pyrrole NC(CC#CC#CC=1C=CNC1)(C=1C(N(C=CC1)C)=O)C1=C(C=CC(=C1)F)F